C(C)(C)(C)C1=CC(=NC=N1)C1CC(CC1)C1=CC(=NN1)NC=1C=CC2=C(CNS2(=O)=O)C1F 5-((5-(3-(6-(tert-butyl)pyrimidin-4-yl)cyclopentyl)-1H-pyrazol-3-yl)amino)-4-fluoro-2,3-dihydrobenzo[d]isothiazole 1,1-dioxide